2,4-bis[3,5-bis(trifluoromethyl)phenyl]-2,4-dimethylglutaric acid FC(C=1C=C(C=C(C1)C(F)(F)F)C(C(=O)O)(CC(C(=O)O)(C)C1=CC(=CC(=C1)C(F)(F)F)C(F)(F)F)C)(F)F